BrC=1C(=NC=CC1)OCCCCCCBr 3-bromo-2-((6-bromohexyl)oxy)pyridine